methyl 8-cyano-1,4-dioxaspiro[4.5]decane-8-carboxylate C(#N)C1(CCC2(OCCO2)CC1)C(=O)OC